FC=1C=C(C=CC1C1=NC=CC(=C1)C1=CC=2C(NCCC2N1)=O)N1CCC(CC1)C=O 1-(3-Fluoro-4-(4-(4-oxo-4,5,6,7-tetrahydro-1H-pyrrolo[3,2-c]pyridin-2-yl)pyridin-2-yl)phenyl)piperidine-4-carbaldehyde